BrC1=CC(=CN1S(=O)(=O)C1=CC(=CC=C1)OCC1CCCC1)CNC 1-(5-bromo-1-((3-(cyclopentylmethoxy)phenyl)sulfonyl)-1H-pyrrol-3-yl)-N-methylmethylamine